OC(C(CC1=CC2=CC=CC=C2C=C1)=O)C 1-hydroxy-1-methyl-3-(naphthalen-2-yl)propan-2-one